OC1=C(C(=O)N)C=C(C=C1)NCC1=C(C(=C(C(=C1F)F)C(F)(F)F)F)F 2-hydroxy-5-(2,3,5,6-tetrafluoro-4-trifluoromethylbenzylamino)benzamide